ClC=1C=2N(C=C(C1)C=1N=C3N(C(C1)=O)C=C(C=C3)N3CCN(CCC3)C)C=C(N2)C 2-(8-chloro-2-methylimidazo[1,2-a]pyridin-6-yl)-7-(4-methyl-1,4-diazepan-1-yl)-4H-pyrido[1,2-a]pyrimidin-4-one